4-cyano-N-(4-iodophenyl)benzamide C(#N)C1=CC=C(C(=O)NC2=CC=C(C=C2)I)C=C1